CN1N=CC(=C1)C=1C=NC2=CC=C(C=C2C1)C(C)=O 1-(3-(1-methyl-1H-pyrazol-4-yl)quinolin-6-yl)ethanone